CC1NCCC2=C1NC1=CC=CC=C21 1-methyl-1,3,4,9-tetrahydro-2H-pyridino[3,4-b]indole